C(C)(C)N1N=CC=C1C1=NC=CC=C1CN (2-(1-isopropyl-1H-pyrazol-5-yl)-pyridin-3-yl)methylamine